FC=1C=C(C=C(C1C#N)OC)C1=CC(=CC=C1)O 3-Fluoro-3'-hydroxy-5-methoxy-[1,1'-biphenyl]-4-carbonitrile